N-((2-Methyl-5-(4-((4-methylpiperazin-1-yl)methyl)phenoxy)phenyl)carbamothioyl)acetamide CC1=C(C=C(C=C1)OC1=CC=C(C=C1)CN1CCN(CC1)C)NC(=S)NC(C)=O